[Te-2].[Te-2].[Te-2].[Te-2].[Te-2].[Zr+4] Zirconium pentatelluride